N-(2-(2-aminothiazole-4-yl)ethyl)acetamide NC=1SC=C(N1)CCNC(C)=O